OC[C@@H]1CN(CC1)C1=CC2=C(N(C(N2C)=O)N2C(CCCC2=O)=O)C=C1 (5-((S)-3-(hydroxymethyl)pyrrolidin-1-yl)-3-methyl-2-oxo-2,3-dihydro-1H-benzo[d]imidazol-1-yl)piperidine-2,6-dione